O1CCCCC1.[Bi] bismuth oxane